2-(4-fluoro-2,6-diisopropylphenyl)-N-(3-fluoro-5-(2-hydroxypropan-2-yl)thiophen-2-ylsulfonimidoyl)acetamide FC1=CC(=C(C(=C1)C(C)C)CC(=O)NS(=O)(=N)C=1SC(=CC1F)C(C)(C)O)C(C)C